C(C=C)(=O)N1C[C@@H]2N(C(CN(C2)C2=CC=C(C=C2)C(F)(F)F)=O)CC1 (R)-8-acryloyl-2-(4-(trifluoromethyl)phenyl)octahydro-4H-pyrazino[1,2-a]pyrazin-4-one